ClC=1C(C2=CC=C(C=C2C(C1Cl)=O)CCCCC)=O 2,3-dichloro-6-pentyl-1,4-naphthoquinone